BrC1=CC=C(C=C1)N1C=C(C(C2=CC=CC=C12)=O)C(=O)O N-p-bromophenyl-4-oxo-1,4-dihydroquinoline-3-carboxylic acid